BrC=1C(=C(C=CC1)NC(CCC)=O)C=O N-(3-bromo-2-formylphenyl)butanamide